BrC=1C=C2C3(C(N(C2=CC1)CC(=O)O)=O)CCCC3 2-(5'-bromo-2'-oxo-spiro[cyclopentane-1,3'-indoline]-1'-yl)acetic acid